C(C)(C)C1=CN=CC(=N1)NC1=C(C=NN1C)C1=CC=C(C=N1)C=1C=CC(=NC1)C1(CC1)C(=O)O.N Ammonia 1-[5-[6-[5-[(6-isopropylpyrazin-2-yl)amino]-1-methyl-pyrazol-4-yl]-3-pyridinyl]-2-pyridinyl]cyclopropanecarboxylate